tert-Butyl-(S,E)-2-((3-(7-(dimethylamino)-2-((methoxycarbonyl)amino)-7-oxohept-5-enamido)-2-oxopyridin-1(2H)-yl)methyl)-7-isobutyl-3H-imidazo[4,5-b]pyridin-3-carboxylat C(C)(C)(C)OC(=O)N1C(=NC=2C1=NC=CC2CC(C)C)CN2C(C(=CC=C2)NC([C@H](CC\C=C\C(=O)N(C)C)NC(=O)OC)=O)=O